N-(1-((1s,2s)-2-fluorocyclopropyl)-2-oxo-1,2-dihydropyridin-3-yl)-6-isopropoxy-2-(1-(methoxymethyl)-2-oxabicyclo[2.1.1]hex-4-yl)-2H-indazole-5-carboxamide F[C@@H]1[C@H](C1)N1C(C(=CC=C1)NC(=O)C1=CC2=CN(N=C2C=C1OC(C)C)C12COC(C1)(C2)COC)=O